BrC=1C=C2C=CC(=CC2=CC1)OCC(CN1CCN(CC1)C1=C(C=CC(=C1)Cl)Cl)O 1-((6-bromonaphthalen-2-yl)oxy)-3-(4-(2,5-dichlorophenyl)piperazin-1-yl)propan-2-ol